BrC=1C=C(C(=C(C1)N(C1CCC(CC1)NC(OC(C)(C)C)=O)C)C)C(NCC=1C(NC(=CC1C)C)=O)=O tert-butyl ((1s,4s)-4-((5-bromo-3-(((4,6-dimethyl-2-oxo-1,2-dihydropyridin-3-yl)methyl)carbamoyl)-2-methylphenyl)(methyl)amino)-cyclohexyl)carbamate